FC(C1OC(C(=N1)C)=O)F 2-(difluoromethyl)-4-methyloxazol-5(2H)-one